C(C)(=O)N1CCN(CC1)C1=CC2=C(C=3N(C(N2CC2=CC=C(C=C2)Cl)=O)C(=NN3)C(C)C)N=C1 8-(4-acetylpiperazin-1-yl)-6-(4-chlorobenzyl)-3-(propan-2-yl)pyrido[2,3-e][1,2,4]triazolo[4,3-c]pyrimidin-5(6H)-one